Cl.Cl.COC=1C=CC(=C(C1)C1=CC=2N=CN=CC2C=N1)OC(F)(F)F 7-(5-methoxy-2-(trifluoromethoxy)phenyl)pyrido[4,3-d]pyrimidine dihydrochloride